4-((5-((3S,4S)-4-amino-3-methyl-2-oxa-8-azaspiro[4.5]decan-8-yl)-6-(hydroxymethyl)pyrazin-2-yl)thio)-6a,7-dihydro-6H,9H-oxazolo[3,4-d]pyrido[3,2-b][1,4]oxazin-9-one N[C@@H]1[C@@H](OCC12CCN(CC2)C=2N=CC(=NC2CO)SC2=CC=NC1=C2OCC2N1C(OC2)=O)C